palladium-nickel tungsten-palladium [Pd].[W].[Ni].[Pd]